4-((S)-2-(dimethylamino)-3-((S)-3-(thiazol-5-yl)-3-(1-(trifluoromethyl)cyclopropyl)propanamido)propyl)-2-fluorobenzamide CN([C@@H](CC1=CC(=C(C(=O)N)C=C1)F)CNC(C[C@@H](C1(CC1)C(F)(F)F)C1=CN=CS1)=O)C